tert-butyl (2R,3S,4S)-4-((tert-butyldimethylsilyl)oxy)-2-(3-fluoro-4-(oxazol-5-yl)benzyl)-3-(((4-nitrophenoxy)carbonyl)oxy)pyrrolidine-1-carboxylate [Si](C)(C)(C(C)(C)C)O[C@@H]1[C@H]([C@H](N(C1)C(=O)OC(C)(C)C)CC1=CC(=C(C=C1)C1=CN=CO1)F)OC(=O)OC1=CC=C(C=C1)[N+](=O)[O-]